S1C(=NC2=C1C=CC=C2)NC(=O)C=2C=CC=C1CCN(CC21)C2=CC=C(C(=N2)C(=O)OC(C)(C)C)C2=C(C(=CC=C2)OC2=CC=C(C=C2)[C@@H](C(F)(F)F)CCC(=O)OCC)C tert-butyl (S)-6-(8-(benzo[d]thiazol-2-ylcarbamoyl)-3,4-dihydroisoquinolin-2(1H)-yl)-3-(3-(4-(5-ethoxy-1,1,1-trifluoro-5-oxopentan-2-yl)phenoxy)-2-methylphenyl)picolinate